COC(C1=CC(=CC(=C1)C)OC1CCCC1)=O 3-(Cyclopentyloxy)-5-methylbenzoic acid methyl ester